Methyl ((S)-3-cyclopropyl-2-(2-((S)-5-oxo-1-(2,3,5-trifluorobenzyl)pyrrolidin-2-yl)acetamido)propanoyl)-L-isoleucinate C1(CC1)C[C@@H](C(=O)N[C@@H]([C@@H](C)CC)C(=O)OC)NC(C[C@H]1N(C(CC1)=O)CC1=C(C(=CC(=C1)F)F)F)=O